C(CC)C(CCC)C1=C(C(=CC=C1)C(CCC)CCC)[NH+]1[CH-]N(C(=C1Cl)Cl)C1=C(C=CC=C1C(CCC)CCC)C(CCC)CCC 1,3-bis[2,6-bis(1-propylbutyl)phenyl]-4,5-dichloro-2H-imidazol-1-ium-2-ide